Cl.NC1=C(C=C(OC2=CC=NC3=C2OCC(N3)=O)C=C1)SC 8-(4-amino-3-(methylthio)phenoxy)-2H-pyrido[3,2-b][1,4]oxazin-3(4H)-one hydrochloride